C(C)N1NC(C2=CC=C(C=C12)NC1=NC=C(C(=C1)N[C@H](CO)C1=CC=CC=C1)C=1OC(=NN1)C=1C=NC=CC1)=O (S)-1-ethyl-6-((4-((2-hydroxy-1-phenylethyl)amino)-5-(5-(pyridin-3-yl)-1,3,4-oxadiazol-2-yl)pyridin-2-yl)amino)-1,2-dihydro-3H-indazol-3-one